C(CCCCCCCCCCCCCCCCC)S(=O)(=O)O stearyl-(sulfonic acid)